CC=1C=C(C=CC1OC1=CC2=C(N(N=N2)C)C=C1)NC=1C2=C(N=CN1)C=CC(=N2)N2[C@H](CNCC2)C (S)-N-(3-methyl-4-((1-methyl-1H-benzo[d][1,2,3]triazol-5-yl)oxy)phenyl)-6-(2-methylpiperazin-1-yl)pyrido[3,2-d]pyrimidin-4-amine